C(C)(CC)C1OC=2CCCC(C2C(C1)CC)=O 2-(sec-butyl)-4-ethyl-2,3,4,6,7,8-hexahydro-5H-chromen-5-one